2-{3-[2-(1-{[3,5-bis(difluoromethyl)-1H-pyrazol-1-yl] acetyl}piperidin-4-yl)-1,3-thiazol-4-yl]-4,5-dihydro-1,2-oxazol-5-yl}phenyl methanesulfonate CS(=O)(=O)OC1=C(C=CC=C1)C1CC(=NO1)C=1N=C(SC1)C1CCN(CC1)C(CN1N=C(C=C1C(F)F)C(F)F)=O